4-methyl-N'-(4-methylcyclohexylidene)benzohydrazide CC1CCC(=NNC(=O)C2=CC=C(C=C2)C)CC1